4-(4-(5-(8-methoxy-[1,2,4]triazolo[1,5-a]pyridin-6-yl)-6-methyl-4H-pyrrolo[3,2-d]thiazol-2-yl)cyclohexyl)piperazin-2-one COC=1C=2N(C=C(C1)C1=C(C=3N=C(SC3N1)C1CCC(CC1)N1CC(NCC1)=O)C)N=CN2